ClC=1C=C(N2N=CC(=CC21)NC(=O)C=2C=NN(C2C(F)(F)F)C2=C1C=CNC(C1=CC=C2)=C=O)Cl N-(5,7-dichloropyrrolo[1,2-b]pyridazin-3-yl)-1-(1-carbonyl-1,2-dihydroisoquinolin-5-yl)-5-(trifluoromethyl)-1H-pyrazole-4-carboxamide